(2S)-3-(3-bromophenyl)-2-[(3R)-1-tert-butoxycarbonylpyrrolidin-3-yl]propanoic acid ammonium salt [NH4+].BrC=1C=C(C=CC1)C[C@H](C(=O)[O-])[C@@H]1CN(CC1)C(=O)OC(C)(C)C